C1N(CC12CNC2)CCN2[C@H](CN(CC2)C2=CC(=NC=N2)C2=NNC1=CC=C(C=C21)OC(C)C)C 3-[6-[(3S)-4-[2-(2,6-diazaspiro[3.3]heptan-2-yl)ethyl]-3-methyl-piperazin-1-yl]pyrimidin-4-yl]-5-isopropoxy-1H-indazole